1-(methoxymethyl)cyclopropanamine hydrochloride Cl.COCC1(CC1)N